O1C(=CC=C1)C(=O)CC#N 2-(2-furoyl)-acetonitrile